C(C1=CC=CC=C1)OC1=NC(=CC=C1C1=NC=CC(=C1)C1=CC=C(CNC(OC(C)(C)C)=O)C=C1)OCC1=CC=CC=C1 tert-butyl (4-(2',6'-bis(benzyloxy)-[2,3'-bipyridin]-4-yl)benzyl)carbamate